allyl trisulfide C(C=C)SSSCC=C